N-((3R,4S)-7-fluoro-3-((R)-2-methylmorpholino)chroman-4-yl)-2-(trifluoromethyl)-1H-pyrrolo[2,3-b]pyridin-4-amine FC1=CC=C2[C@@H]([C@H](COC2=C1)N1C[C@H](OCC1)C)NC=1C2=C(N=CC1)NC(=C2)C(F)(F)F